3-methyl-N-((tetrahydro-2H-pyran-2-yl)methyl)-5,6-dihydro-4H-thieno[2,3-c]pyrrole-2-carboxamide CC1=C(SC=2CNCC21)C(=O)NCC2OCCCC2